(S)-Homolysine N[C@@H](CCCCCN)C(=O)O